tert-butyl (S)-2-(((4-(2-(cyclopropanecarboxamido)pyrazolo[1,5-a]pyridin-5-yl)-5-methylisoxazol-3-yl)oxy)methyl)morpholine-4-carboxylate C1(CC1)C(=O)NC1=NN2C(C=C(C=C2)C=2C(=NOC2C)OC[C@@H]2CN(CCO2)C(=O)OC(C)(C)C)=C1